COC1(CCCC1)OC1=C(C(=CC(=C1)CCCCC)OC1(CCCC1)OC)C1C(CCC(=C1)C)C(=C)C 2',6'-bis((1-methoxycyclopentyl)oxy)-5-methyl-4'-pentyl-2-(prop-1-en-2-yl)-1,2,3,4-tetrahydro-1,1'-biphenyl